ClC=1C=CC(=C(CN2C[C@H](N(CC2)C(=O)OC=2C=NC=C(C2)C#N)C)C1)C(F)(F)F (R)-5-Cyanopyridin-3-yl 4-(5-chloro-2-(trifluoromethyl)benzyl)-2-methylpiperazine-1-carboxylate